O=C1NC=CC2=C1SC(=C2)C=2CCN(CC2)C(=O)OC(C)(C)C tert-butyl 4-[7-oxo-6H-thieno[2,3-c]pyridin-2-yl]-3,6-dihydro-2H-pyridine-1-carboxylate